ethyl 1-(2-amino-5-(3-methoxypropyl)-3-pyridyl)piperidine-4-carboxylate NC1=NC=C(C=C1N1CCC(CC1)C(=O)OCC)CCCOC